Octane-3-carboxylic acid ethyl ester C(C)OC(=O)C(CC)CCCCC